COC([C@@H](N(C)C(=O)OC(C)(C)C)C(C1=CN(C2=CC=CC=C12)C)(C)C)=O N-(tert-butoxycarbonyl)-N,β,β,1-tetramethyl-L-tryptophan methyl ester